S(=O)(=O)(O)[O-].C(CC)[S+](C)C propyl-dimethyl-sulfonium hydrogen sulfate